1'-(4-methoxybenzyl)-2'-oxo-1',2',6,7-tetrahydro-4H-spiro[benzofuran-5,3'-pyrrolo[2,3-b]pyridine]-2-carboxylate COC1=CC=C(CN2C(C3(C=4C2=NC=CC4)CCC4=C(C=C(O4)C(=O)[O-])C3)=O)C=C1